5-BROMO-2-ISOCYANO-1,3-DIMETHYLBENZENE BrC=1C=C(C(=C(C1)C)[N+]#[C-])C